C(C)(C)(C)C1=C(C=C(C(=N1)N1CCC(CCC1)(F)F)C(=O)O)Cl 6-tert-butyl-5-chloro-2-(4,4-difluoroazepan-1-yl)pyridine-3-carboxylic acid